ClC1=CC=C(O[C@@H](C(=O)O)C)C=C1 (R)-2-(4-chlorophenoxy)propionic acid